CN1OC([C@H]2[C@H]1[C@H](C[C@@](C2)(C)C2=CC=C(C#N)C=C2)C)(C)C |r| rac-4-((3aR,5R,7S,7aR)-1,3,3,5,7-pentamethyloctahydrobenzo[c]isoxazol-5-yl)benzonitrile